ClC1=NC(=NC=C1C(F)(F)F)N[C@H]1CCC(N(C1)C(=O)OCC1=CC=CC=C1)(C)C (S)-benzyl 5-((4-chloro-5-(trifluoromethyl) pyrimidin-2-yl) amino)-2,2-dimethylpiperidine-1-carboxylate